2-(2H-benzotriazol-2-yl)-4-methyl-6-(2-methyl-2-propen-1-yl)phenol N=1N(N=C2C1C=CC=C2)C2=C(C(=CC(=C2)C)CC(=C)C)O